C(=O)O.COCCOCCN1N=CC(=C1)C1=CC=C(O1)C(=O)NC=1C(=NN(C1)CCOCCOC)C1=NC=CC=C1 5-(1-(2-(2-methoxyethoxy)ethyl)-1H-pyrazol-4-yl)-N-(1-(2-(2-methoxyethoxy)ethyl)-3-(pyridin-2-yl)-1H-pyrazol-4-yl)furan-2-carboxamide formate